1-(4-chlorophenyl)pyrrolidine ClC1=CC=C(C=C1)N1CCCC1